COC(=O)C=1SC=C(C1C(=O)OC)NC(NC=1C=CC2=C(N=C(O2)OCC2=C(C(=CC=C2OC)F)F)C1)=O 4-[({[(2,3-difluoro-6-methoxyphenyl)methoxy]-1,3-benzooxazol-5-yl}carbamoyl)amino]thiophene-2,3-dicarboxylic acid dimethyl ester